2-bis(tert-butoxycarbonyl)amino-4,6-dichloropyrimidine C(C)(C)(C)OC(=O)N(C1=NC(=CC(=N1)Cl)Cl)C(=O)OC(C)(C)C